FC(OC1=C(OC2=CC=C(C=C2)B(O)O)C=CC=C1)(F)F {4-[2-(trifluoromethoxy)phenoxy]phenyl}boronic acid